tert-Butyl 4-(6-chloro-3,5-dicyano-4-ethylpyridin-2-yl)-1,4-diazepane-1-carboxylate ClC1=C(C(=C(C(=N1)N1CCN(CCC1)C(=O)OC(C)(C)C)C#N)CC)C#N